C[C@]12CC[C@H]3[C@@]4(CCCC([C@H]4CC[C@@]3(C1)C=C2)(C)C)C Beyerene